BrC=1C=C2C(OCC=3C=C(C=CC3C3=CC=C(C(NS(C(C1OC)=C2)(=O)=O)=C3)OC)C(F)(F)F)=O 13-Bromo-14,19-dimethoxy-16,16-dioxo-5-(trifluoromethyl)-9-oxa-16λ6-thia-17-azatetracyclo[16.3.1.111,15.02,7]tricosa-1(21),2(7),3,5,11,13,15(23),18(22),19-nonaen-10-one